tert-Butyl N-[4-[3-[[3-[tert-butyl(dimethyl)silyl]oxycyclobutyl]methoxy]-5-fluoro-7,9-dihydrofuro[3,4-f]quinazolin-6-yl]-3-cyano-7-fluoro-thieno[3,2-c]pyridin-2-yl]carbamate [Si](C)(C)(C(C)(C)C)OC1CC(C1)COC1=NC=2C(=C(C3=C(C2C=N1)COC3)C3=NC=C(C1=C3C(=C(S1)NC(OC(C)(C)C)=O)C#N)F)F